NC=1C=CC(=C(C(=O)OC)C1)C=1C=NC(=CC1)C(C)(F)F Methyl 5-amino-2-[6-(1,1-difluoroethyl) pyridin-3-yl]benzoate